FC=1C=CC(=C(C1)C=O)N1N=CC=N1 (5-fluoro-2-(2H-1,2,3-triazol-2-yl)phenyl)methanone